5-azaspiro[2.3]Hexane-5-carboxylic acid C1CC12CN(C2)C(=O)O